FC(S(=O)(=O)CCCNC(CC1=NC=C2C=CC(=NC2=C1)C1=NC(=CC=C1)N1C[C@@H](O[C@@H](C1)C)C)=O)F N-(3-((difluoromethyl)sulfonyl)propyl)-2-(2-(6-((cis)-2,6-dimethylmorpholino)pyridin-2-yl)-1,6-naphthyridin-7-yl)acetamide